(4-(tert-butyl)benzyl)phosphonium bromide [Br-].C(C)(C)(C)C1=CC=C(C[PH3+])C=C1